FC(C=1C=2N(C=CC1)N=C(C2)[C@@H]2N(CCC1=C2N=CN1)C(=O)C=1OC(=NN1)C1=NN(C=C1)C)F (R)-(4-(4-(difluoromethyl)pyrazolo[1,5-a]pyridin-2-yl)-6,7-dihydro-1H-imidazo[4,5-c]pyridin-5(4H)-yl)(5-(1-methyl-1H-pyrazol-3-yl)-1,3,4-oxadiazol-2-yl)methanone